(E)-4-(dimethylamino)but-2-enamide CN(C/C=C/C(=O)N)C